C(#N)C=1C=NN2C1C(=CC(=C2)C=2C=NN(C2)C2CCN(CC2)C(=O)C2CN(C2)C(=O)OC(C)(C)C)OC2CCC2 tert-butyl 3-(4-(4-(3-cyano-4-cyclobutoxypyrazolo[1,5-a]pyridin-6-yl)-1H-pyrazol-1-yl)piperidine-1-carbonyl)azetidine-1-carboxylate